(R)-8-(8-((3-chloropyridin-4-yl)thio)-[1,2,4]triazolo[4,3-c]pyrimidin-5-yl)-8-azaspiro[4.5]decan-1-amine ClC=1C=NC=CC1SC=1C=2N(C(=NC1)N1CCC3(CCC[C@H]3N)CC1)C=NN2